7-(4-(trifluoromethyl)phenyl)-2-azaspiro[4.4]non-6-ene 2,2,2-trifluoroacetate FC(C(=O)O)(F)F.FC(C1=CC=C(C=C1)C1=CC2(CCNC2)CC1)(F)F